N-(4-methoxyphenyl)phthalimide COC1=CC=C(C=C1)N1C(C=2C(C1=O)=CC=CC2)=O